(R)-N-((2S)-5-((4-bromopyridin-2-yl)oxy)-3-fluoropentan-2-yl)-2-methylpropane-2-sulfinamide BrC1=CC(=NC=C1)OCCC([C@H](C)N[S@](=O)C(C)(C)C)F